3-[(2S)-1,4-dioxan-2-yl]-5-nitro-3,4-dihydro-2H-1,4-benzoxazine O1[C@H](COCC1)C1COC2=C(N1)C(=CC=C2)[N+](=O)[O-]